5-{2-[2-(1,5-dimethyl-1H-pyrazol-4-yl)ethyl]-8-fluoro-6-hydroxy-1,2,3,4-tetrahydroisoquinolin-7-yl}-1λ6,2,5-thiadiazolidine-1,1,3-trione CN1N=CC(=C1C)CCN1CC2=C(C(=C(C=C2CC1)O)N1CC(NS1(=O)=O)=O)F